FC1(OC2=C(C1)C=C(C=C2)N)F 2,2-difluoro-2,3-dihydrobenzofuran-5-amine